C[C@H](CC=1C(=NSN1)O)CCC=C(C)C (S)-4-(2,6-dimethylhept-5-en-1-yl)-1,2,5-thiadiazol-3-ol